O=C1N(CCC(N1)=O)C1CN(C1)C1=CC=C(C=N1)CN1CCC(CC1)CC(=O)O 2-[1-[[6-[3-(2,4-dioxohexahydropyrimidin-1-yl)azetidine-1-yl]-3-pyridyl]methyl]-4-piperidyl]acetic acid